CN1N=C(C=2C1=NC=NC2O)C 1,3-dimethyl-1H-pyrazolo[3,4-d]pyrimidin-4-ol